8-fluoro-4-(4-(4-oxopent-2-enoyl)piperazin-1-yl)quinazoline FC=1C=CC=C2C(=NC=NC12)N1CCN(CC1)C(C=CC(C)=O)=O